C(C)OC(=O)C=1N(C(=C(C1)CO)C=O)C 5-formyl-4-(hydroxymethyl)-1-methylpyrrole-2-carboxylic acid ethyl ester